C(CCC)OC1=CC=C(C=C1C(=O)O)O 6-Butoxy-3-hydroxybenzoic acid